ClC1=C(C=C(C=C1)N(C(=O)C1N(NC(C1)=O)C1=NC(=CC(=N1)C)C(F)(F)F)CCCN(C)C)C N-(4-chloro-3-methylphenyl)-N-(3-(dimethylamino)propyl)-2-(4-methyl-6-(trifluoromethyl)pyrimidin-2-yl)-5-oxopyrazolidine-3-carboxamide